C(C)(C)(C)N1C[C@H](N(CC1)C1=NC(=C(C=C1Br)C(F)(F)F)OC)C(NC)=O tert-butyl-(S)-4-(3-bromo-6-methoxy-5-(trifluoromethyl)pyridin-2-yl)-3-(methylcarbamoyl)piperazine